BrC1=C(CCN(C)C)C2=CC=CC=C2N1 2-bromo-N,N-dimethyltryptamine